1-octyl-2,3-dimethylimidazole bis(trifluoromethanesulfonyl)imide salt [N-](S(=O)(=O)C(F)(F)F)S(=O)(=O)C(F)(F)F.C(CCCCCCC)N1C(N(C=C1)C)C